O.O.O.O.Cl(=O)(=O)O.[Au] gold chloric acid tetrahydrate